C(#N)C1(CC1)NC(=O)[C@H]1N(C[C@@H](C1)SC1=C(C=C(C=C1)F)C(F)(F)F)C(=O)C1(CC1)C(F)(F)F (2S,4R)-4-(4-fluoro-2-trifluoromethyl-phenylsulfanyl)-1-(1-trifluoromethyl-cyclopropanecarbonyl)-pyrrolidine-2-carboxylic acid (1-cyano-cyclopropyl)-amide